cobalt manganese strontium [Sr].[Mn].[Co]